4-[2-(4-Methylpiperazin-1-yl)ethoxy]pyridin-2-amine CN1CCN(CC1)CCOC1=CC(=NC=C1)N